8-[(2s,5r)-4-[(2-ethoxy-4-fluorophenyl)(4-fluorophenyl)methyl]-2,5-dimethylpiperazin-1-yl]-5-methyl-6-oxo-5,6-dihydro-1,5-naphthyridine-2-carbonitrile C(C)OC1=C(C=CC(=C1)F)C(N1C[C@@H](N(C[C@H]1C)C1=CC(N(C=2C=CC(=NC12)C#N)C)=O)C)C1=CC=C(C=C1)F